(2-PROPOXYPYRIMIDIN-5-YL)BORONIC ACID C(CC)OC1=NC=C(C=N1)B(O)O